(Z)-oxahexadec-12-en-2-one OC(CCCCCCCCC\C=C/CCC)=O